N-([1-[(4-fluorophenyl)methyl]cyclobutyl]methyl)-6-hydroxypyrazine-2-carboxamide HCl salt Cl.FC1=CC=C(C=C1)CC1(CCC1)CNC(=O)C1=NC(=CN=C1)O